BrC1=CC=C(CNC(=O)[C@@H]2NCCN(C2)C=2C=3C(N=CN2)=NN(C3)C3=CC=C(C=C3)C)C=C1 (R)-N-(4-bromobenzyl)-4-(2-(p-tolyl)-2H-pyrazolo[3,4-d]pyrimidin-4-yl)piperazine-2-carboxamide